N,N-diethyl-2,6-dihydroxy-5'-methyl-4-pentyl-2'-(prop-1-en-2-yl)-[1,1'-biphenyl]-3-sulfonamide C(C)N(S(=O)(=O)C=1C(=C(C(=CC1CCCCC)O)C1=C(C=CC(=C1)C)C(=C)C)O)CC